C(C)C1(C(CCC(C1)(F)F)=O)O 2-ethyl-4,4-difluoro-2-hydroxycyclohexane-1-one